ONC(C=CC1=CC=C(C=C1)NC(C1=CC=CC=C1)=O)=O N-(4-(3-(hydroxyamino)-3-oxoprop-1-en-1-yl)phenyl)benzamide